BrC=1C(=C(C(=NC1)O)[N+](=O)[O-])C1CC1 5-bromo-4-cyclopropyl-3-nitropyridin-2-ol